O1CC(C1)NC1=NC2=C(N1)C=CC=C2 N-(oxetan-3-yl)-1H-1,3-benzodiazol-2-amine